BrC=1C=C2C(=NC1)C=C(N2C(=O)OC(C)(C)C)C tert-Butyl 6-bromo-2-methyl-1H-pyrrolo[3,2-b]pyridine-1-carboxylate